BrC=1C=C(OCC2=C(C=CC=C2F)F)C=C(C1)Cl 2-((3-bromo-5-chlorophenoxy)methyl)-1,3-difluorobenzene